FC(C=1C=C2C(=CC1)C(NCC21CC1)=O)(F)F 6-(trifluoromethyl)spiro[2,3-dihydroisoquinolin-4,1'-cyclopropan]-1-one